(4-(7-(2-(2-hydroxypropan-2-yl)pyridin-4-yl)furo[3,2-b]pyridin-2-yl)phenyl)(morpholino)methanone OC(C)(C)C1=NC=CC(=C1)C1=C2C(=NC=C1)C=C(O2)C2=CC=C(C=C2)C(=O)N2CCOCC2